6-[3-(difluoromethyl)phenyl]-1-(3-pyridylmethyl)-3H-imidazo[4,5-b]Pyridine FC(C=1C=C(C=CC1)C=1C=C2C(=NC1)NCN2CC=2C=NC=CC2)F